C1(CCCCC1)P(C1=C(C(=CC=C1OC)OC)C1=C(C=C(C=C1C(C)C)C(C)C)C(C)C)C1CCCCC1 2-(dicyclohexylphosphino)3,6-dimethoxy-2',4',6'-tri-isopropyl-1,1'-biphenyl